3-(4-chlorophenyl)-5-(1-naphthyl)-4-hydroxy-1H-pyrazole ClC1=CC=C(C=C1)C1=NNC(=C1O)C1=CC=CC2=CC=CC=C12